[Si](C1=CC=CC=C1)(C1=CC=CC=C1)(C(C)(C)C)OC(CCCCCCCCCC)O 1-((tert-butyldiphenylsilyl)oxy)undecan-1-ol